ClC1=C(C(=O)NC2=CC(=C(C=C2)Cl)C2=NC=CC=C2)C=CC(=C1)S(=O)(=O)C 2-chloro-N-[4-chloro-3-(2-pyridinyl)phenyl]-4-(methylsulfonyl)-benzamide